C(C)(C)(C)OC(=O)N1C(CC=CC1)C=1C=CC=C2C=CNC12 (1H-indol-7-yl)-3,6-dihydro-2H-pyridine-1-carboxylic acid tert-butyl ester